ClC=1C=C2C(C(NC2=C(C1)C(=O)OC)=O)(F)F methyl 5-chloro-3,3-difluoro-2-oxo-indoline-7-carboxylate